tert.butylhydroxytoluene C(C)(C)(C)C(C1=CC=CC=C1)O